ClC=1C=C2C(=CC1Cl)N(C([C@]21CNCC1)=O)C(=O)[C@@H]1CN[C@@H](C1)CO (3S)-5,6-dichloro-1-[(3S,5S)-5-(hydroxymethyl)pyrrolidine-3-carbonyl]-1H-spiro[indol-3,3-pyrrolidin]-2-one